N-(2-((2-(dimethylamino)ethyl)(methyl)amino)-5-((4-(7-methoxy-1H-indol-3-yl)-5-(trifluoromethyl)pyrimidin-2-yl)amino)phenyl)acetamide CN(CCN(C1=C(C=C(C=C1)NC1=NC=C(C(=N1)C1=CNC2=C(C=CC=C12)OC)C(F)(F)F)NC(C)=O)C)C